FC12CC(C1)(C2)NC(N(CC2=NNC(=C2)C(F)(F)F)C=2C=NC(=NC2)OC)=O 3-(3-Fluorobicyclo[1.1.1]pent-1-yl)-1-(2-methoxypyrimidin-5-yl)-1-((5-(trifluoromethyl)-1H-pyrazol-3-yl)methyl)urea